(R)-1-(thiazol-5-ylcarbamoyl)-6-azaspiro[2.5]octane-6-carboxylate S1C=NC=C1NC(=O)[C@@H]1CC12CCN(CC2)C(=O)[O-]